(1R,2R,3S,4R,5S)-4-(4-Amino-7H-pyrrolo[2,3-d]pyrimidin-7-yl)-1-(2-(2'-aminospiro[cyclobutane-1,3'-indol]-6'-yl)ethyl)bicyclo[3.1.0]hexane-2,3-diol Kalium laurat C(CCCCCCCCCCC)(=O)[O-].[K+].NC=1C2=C(N=CN1)N(C=C2)[C@H]2[C@@H]([C@@H]([C@@]1(C[C@H]21)CCC2=CC=C1C3(C(=NC1=C2)N)CCC3)O)O